1-((3s,5r)-1-propenoyl-5-methylpyrrolidin-3-yl)-3-((6-chloro-1-cyclopropyl-1H-benzo[d]imidazol-5-yl)ethynyl)-5-(methylamino)-1H-pyrazole-4-carboxamide C(C=C)(=O)N1C[C@H](C[C@H]1C)N1N=C(C(=C1NC)C(=O)N)C#CC1=CC2=C(N(C=N2)C2CC2)C=C1Cl